N-(3-morpholino-5-(trifluoromethyl)phenyl)-6-(pyrazolo[1,5-a]pyrazine-3-carbonyl)-4,5,6,7-tetrahydrothieno[2,3-c]pyridine-3-carboxamide O1CCN(CC1)C=1C=C(C=C(C1)C(F)(F)F)NC(=O)C1=CSC=2CN(CCC21)C(=O)C=2C=NN1C2C=NC=C1